COC(=O)C1=C(C=C2C(=N1)C(CN2C(=O)OC(C)(C)C)(C)C)OC 6-methoxy-3,3-dimethyl-2,3-dihydro-1H-pyrrolo[3,2-b]pyridine-1,5-dicarboxylic acid 1-(tert-butyl) 5-methyl ester